N-[3-[6-(difluoromethoxy)spiro[2,4-dihydro-1,4-benzoxazine-3,3'-oxetan]-7-yl]-1-methyl-pyrazol-4-yl]pyrazolo[1,5-a]pyrimidine-3-carboxamide FC(OC=1C(=CC2=C(NC3(COC3)CO2)C1)C1=NN(C=C1NC(=O)C=1C=NN2C1N=CC=C2)C)F